(S)-(5-(2-methylpyridin-3-yl)-1,3,4-oxadiazol-2-yl)(4-(4-(trifluoromethyl)pyrazolo[1,5-a]pyridin-2-yl)-6,7-dihydro-1H-imidazo[4,5-c]pyridin-5(4H)-yl)methanone CC1=NC=CC=C1C1=NN=C(O1)C(=O)N1[C@@H](C2=C(CC1)NC=N2)C2=NN1C(C(=CC=C1)C(F)(F)F)=C2